C(C)OC(CC1=C(C=C(C=C1)OC)OCC1=COC2=C1C=C(C=C2C(F)(F)F)Br)=O.C(C)(C)(C)C=2C(=CC=C(O)C2)O 5-t-butyl-hydroquinone ethyl-2-(2-((5-bromo-7-(trifluoromethyl)benzofuran-3-yl)methoxy)-4-methoxyphenyl)acetate